C(C)NS(=O)(=O)N1CCCC2=C(C=CC=C12)[N+](=O)[O-] N-ethyl-5-nitro-3,4-dihydroquinolin-1(2H)-sulfonamide